(2S)-4-[5-chloro-6-oxo-2-(4-pyridinyl)-1H-pyrimidin-4-yl]piperazine-2-carboxylic acid methyl ester COC(=O)[C@H]1NCCN(C1)C=1N=C(NC(C1Cl)=O)C1=CC=NC=C1